OC(CC(=O)SCCNC(CCNC([C@@H](C(COP(OP(OC[C@@H]1[C@H]([C@H]([C@@H](O1)N1C=NC=2C(N)=NC=NC12)O)OP(=O)(O)O)(=O)O)(=O)O)(C)C)O)=O)=O)(CC(=O)O)C anti-3-Hydroxy-3-methylglutaryl-CoA